C(#N)C1N(CSC1)C(CC1=NC2=CC=C(C=C2C(=C1)C(=O)N)C1(CC1)C1=CC(=NO1)C)=O (2-(4-Cyanothiazolidin-3-yl)-2-oxoethyl)-6-(1-(3-methylisoxazol-5-yl)cyclopropyl)quinoline-4-carboxamide